4-Trimethylsiloxy-3-penten-2-on C[Si](OC(=CC(C)=O)C)(C)C